C[C@@H]1N(CC1)C=1N=C(C2=C(N1)CCC2)C2=CC=C(C=C2)S(=O)(=O)N 4-[2-[(2S)-2-methylazetidin-1-yl]-6,7-dihydro-5H-cyclopenta[d]pyrimidin-4-yl]benzenesulfonamide